N-(3-aminopropyl)-4-(pyrene-1-yl)butyramide NCCCNC(CCCC1=CC=C2C=CC3=CC=CC4=CC=C1C2=C34)=O